tert-butyl-(1-((2-chloro-5-methylpyridin-4-yl) oxy) propan-2-yl) carbamate C(N)(OC(COC1=CC(=NC=C1C)Cl)CC(C)(C)C)=O